2-((9H-fluoren-9-yl)methyl) 5-(tert-butyl) (1R,4R)-2,5-diazabicyclo[2.2.1]heptane-2,5-dicarboxylate tert-Butyl-(1R,4R)-2,5-diazabicyclo[2.2.1]heptane-2-carboxylate C(C)(C)(C)OC(=O)N1[C@H]2CN[C@@H](C1)C2.[C@H]21N(C[C@H](N(C2)C(=O)OC(C)(C)C)C1)C(=O)OCC1C2=CC=CC=C2C=2C=CC=CC12